CC1=C(C(=CC=C1)C)OP(OC1=C(C=CC=C1C)C)OC1=C(C=CC=C1C)C tris-(2,6-dimethylphenyl)phosphite